IC1=CC(=NC(=C1)N1CCOCC1)N[C@@H]([C@@H](C)O)C (2R,3R)-3-[[4-iodo-6-(morpholin-4-yl)pyridin-2-yl]amino]butan-2-ol